ClC=1C=CC(=C(C1)C1=CC(=C(N=N1)CCC(=O)OC)NC1=CC(=NC=C1)NC(CCN1CCN(CC1)C)=O)F methyl 3-[6-(5-chloro-2-fluorophenyl)-4-({2-[3-(4-methylpiperazin-1-yl)propanamido]pyridin-4-yl}amino)pyridazin-3-yl]propanoate